allyl (R)-7-((diethoxyphosphoryl)fluoromethyl)-2-naphthoate C(C)OP(=O)(OCC)[C@H](C1=CC=C2C=CC(=CC2=C1)C(=O)OCC=C)F